N[C@H](CCC(=O)N)C(=O)N1C[C@@H](CCC1)N1N=C(C=2C1=NC=NC2N)C2=CC=C(C=C2)OC2=CC=CC=C2 (R)-4-amino-5-((R)-3-(4-amino-(4-phenoxyphenyl)-1H-pyrazolo[3,4-d]pyrimidin-1-yl)piperidin-1-yl)-5-oxopentanamide